CCCCCCCC#CCO decynol